methyl-5-bromo-3-[(Z)-1-cyano-2-(5-cyano-2-methoxy-phenyl)vinyl]indole-1-carboxylic acid CC=1N(C2=CC=C(C=C2C1/C(=C/C1=C(C=CC(=C1)C#N)OC)/C#N)Br)C(=O)O